7-(trifluoromethyl)quinoline-2-carboxylic acid FC(C1=CC=C2C=CC(=NC2=C1)C(=O)O)(F)F